ClC1=NC(=NC(=C1)Cl)NC1CCC(CC1)(F)F 4,6-dichloro-N-(4,4-difluorocyclohexyl)pyrimidin-2-amine